N-ethyl-2,4-dihydroxy-5-isopropyl-N-(2-methylquinolin-4-yl)benzamide C(C)N(C(C1=C(C=C(C(=C1)C(C)C)O)O)=O)C1=CC(=NC2=CC=CC=C12)C